C(C)(C)(C)C=1C=C(C(=C(C1)NC(NC1=CC=C(C2=CC=CC=C12)OC1=CC(=NC=C1)NC=1C=C(OCCOCCN2N=CC=C2)C=C(C1)OC)=O)OC)NS(=O)(=O)C 1-(2-(2-(3-((4-((4-(3-(5-(tert-Butyl)-2-methoxy-3-(methylsulfonamido)phenyl)ureido)-naphthalin-1-yl)oxy)pyridin-2-yl)amino)-5-methoxyphenoxy)ethoxy)ethyl)-1H-pyrazol